4-(dimethylamino)aniline CN(C1=CC=C(N)C=C1)C